ClC1=CC=C(OCCCCOC=2C=C(C=CC2)/C=C/C(=O)C2=C(C=C(C(=O)OCC)C=C2)O)C=C1 Ethyl 4-[(E)-3-[3-[4-(4-chlorophenoxy)butoxy]phenyl]prop-2-enoyl]-3-hydroxybenzoate